6-chloro-N-[5-chloro-1-(1-methylcyclopropyl)-1H-pyrazol-4-yl]-7-[4-(3-fluoroazetidin-1-yl)piperidin-1-yl]quinazolin-2-amine ClC=1C=C2C=NC(=NC2=CC1N1CCC(CC1)N1CC(C1)F)NC=1C=NN(C1Cl)C1(CC1)C